OC1=C(C=CC=C1)C1=CC2=C(N=N1)NC1=C2[C@H](N(CC1)C1CCN(CC1)C1CC2(CN(C2)C(=O)OC(C)(C)C)C1)C (R)-tert-butyl 6-(4-(3-(2-hydroxyphenyl)-5-methyl-7,8-dihydro-5H-pyrido[3',4':4,5]pyrrolo[2,3-c]pyridazin-6(9H)-yl)piperidin-1-yl)-2-azaspiro[3.3]heptane-2-carboxylate